D-Lysinamide N[C@H](CCCCN)C(=O)N